C(C)(=O)C1=CC(=C(COC2=CC=CC(=N2)C2CCN(CC2)CC2=NC3=C(N2C[C@H]2OCC2)C=C(C=C3)C(=O)OC)C(=C1)F)F Methyl (S)-2-((4-(6-((4-acetyl-2,6-difluorobenzyl)oxy)pyridin-2-yl)piperidin-1-yl)methyl)-1-(oxetan-2-ylmethyl)-1H-benzo[d]imidazole-6-carboxylate